2,3',4,6-tetrahydroxybenzophenone OC1=C(C(=O)C2=CC(=CC=C2)O)C(=CC(=C1)O)O